ClC=1C=C(C(=O)N[C@@H](C)C2=NC=NN2C2=NC=NC(=C2)N=S(=O)(C)C)C=C(C1)OC(F)(F)F (S)-3-chloro-N-(1-(1-(6-((dimethyl(oxo)-λ6-sulfaneylidene)amino)pyrimidin-4-yl)-1H-1,2,4-triazol-5-yl)ethyl)-5-(trifluoromethoxy)benzamide